N,N',N'',N''-tetrabutylsilanetetraamine C(CCC)N[Si](NCCCC)(N(CCCC)CCCC)N